3-(7-((1-(3-hydroxypropanoyl)piperidin-4-yl)oxy)-1-methyl-1H-indazol-3-yl)-piperidine-2,6-dione OCCC(=O)N1CCC(CC1)OC=1C=CC=C2C(=NN(C12)C)C1C(NC(CC1)=O)=O